((1-(4-methoxyphenyl)-2,2-difluorovinyl)oxy)trimethylsilane COC1=CC=C(C=C1)C(=C(F)F)O[Si](C)(C)C